FC1(C(N(C2=C(N(C1)C(C)C)N=C(N=C2)NC2=C(C=C(C(=O)OC1CC3(C1)CCN(CC3)C(=O)OCCCC)C=C2)OC)C)=O)F butyl 2-((4-((7,7-difluoro-9-isopropyl-5-methyl-6-oxo-6,7,8,9-tetrahydro-5H-pyrimido[4,5-b][1,4]diazepin-2-yl)amino)-3-methoxybenzoyl)oxy)-7-azaspiro[3.5]nonane-7-carboxylate